1,4-bis(4-(2-methacryloyloxyethyl)phenylamino)-9,10-anthraquinone C(C(=C)C)(=O)OCCC1=CC=C(C=C1)NC1=CC=C(C=2C(C3=CC=CC=C3C(C12)=O)=O)NC1=CC=C(C=C1)CCOC(C(=C)C)=O